C1(=CC=CC=C1)C1C=2C=CC=CC2C(C2=CC=CC=C12)=O 10-phenylanthracene-9(10H)-one